3-(1-(2-Phenylthiazol-4-yl)ethyl)-7-(4,4,5,5-tetramethyl-1,3,2-dioxaborolan-2-yl)chroman-4-ol C1(=CC=CC=C1)C=1SC=C(N1)C(C)C1COC2=CC(=CC=C2C1O)B1OC(C(O1)(C)C)(C)C